CC(CSC)(C)N1N=CC2=C(C=CC=C12)NC(OC(C)(C)C)=O tert-butyl N-[1-(1,1-dimethyl-2-methylsulfanyl-ethyl)indazol-4-yl]carbamate